Methyl 2-(2-(cyclopropanesulfonamido)pyrimidin-4-yl)-2-fluorobutanoate C1(CC1)S(=O)(=O)NC1=NC=CC(=N1)C(C(=O)OC)(CC)F